C1(CC1)C1=NNC(=C1)NC1=CC2=C(C(=NO2)NS(=O)(=O)C2=C(C=C(C=C2OC)C2CN(CCO2)CC)OC)C=C1OC N-{6-[(3-cyclopropyl-1H-pyrazol-5-yl)amino]-5-methoxy-1,2-benzoxazol-3-yl}-4-(4-ethylmorpholin-2-yl)-2,6-dimethoxybenzene-1-sulfonamide